(tetrahydro-2H-pyran-4-yl)-2H-indazole O1CCC(CC1)N1N=C2C=CC=CC2=C1